O=C[C@H](O)[C@H](O)[C@@H](O)[C@H](O)C(=O)[O-] guluronate